FC(C1=NC(=CC=C1)N1C[C@H](CCC1)CN1C[C@@H](C([C@@H](C1)OCC1=CC=CC=C1)OCC1=CC=CC=C1)OCC1=CC=CC=C1)(F)F 2-(trifluoromethyl)-6-((R)-3-(((3S,4R,5R)-3,4,5-tris(benzyloxy)piperidin-1-yl)methyl)piperidin-1-yl)pyridine